(S)-(4-(3-(4,4-difluoropiperidin-1-yl)-6,7-difluoro-2-oxoindolin-3-yl)phenyl)boronic acid FC1(CCN(CC1)[C@@]1(C(NC2=C(C(=CC=C12)F)F)=O)C1=CC=C(C=C1)B(O)O)F